O[Si](CCCN(CC(=O)O)C(N)=O)(O)O 2-(3-trihydroxysilylpropyl-carbamoyl-amino)acetic acid